FC1(CN(C1)C1=CC=C(C=C1)C=1N=C(SC1)N)F (4-(3,3-difluoroazetidin-1-yl)phenyl)thiazol-2-amine